2-fluoro-4-methyl-5-((8-((1-methyl-1H-pyrazol-4-yl)amino)imidazo[1,2-a]pyridin-3-yl)ethynyl)-N-(3-((4-methyl-3-oxopiperazin-1-yl)methyl)-5-(trifluoromethyl)phenyl)benzamide FC1=C(C(=O)NC2=CC(=CC(=C2)C(F)(F)F)CN2CC(N(CC2)C)=O)C=C(C(=C1)C)C#CC1=CN=C2N1C=CC=C2NC=2C=NN(C2)C